7-bromo-2,4-dihydro-1H-isoquinolin-3-one BrC1=CC=C2CC(NCC2=C1)=O